2-[({bis(3-methoxybenzyl)aminocarbonyloxy}ethoxyethoxy)methyl]-6-[({bis(3-methoxybenzyl)aminocarbonyloxy}ethoxyethoxy)methyl]pyridine COC=1C=C(CN(C(=O)OCCOCCOCC2=NC(=CC=C2)COCCOCCOC(=O)N(CC2=CC(=CC=C2)OC)CC2=CC(=CC=C2)OC)CC2=CC(=CC=C2)OC)C=CC1